5-methylthiophene-3-carboxylic acid methyl ester COC(=O)C1=CSC(=C1)C